C1=CC=CC=2C3=CC=CC=C3C(C12)COC(=O)N1CC(CC(C1)NC(=O)OC(C)(C)C)(F)F 5-(tert-Butoxycarbonylamino)-3,3-difluoro-piperidine-1-carboxylic acid 9H-fluoren-9-ylmethyl ester